{3-[di(ethoxyethyl)amino]propyl}triethoxysilane C(C)OCCN(CCC[Si](OCC)(OCC)OCC)CCOCC